N-[4-[(E)-3-[4-[2-Hydroxyethyl(methyl)amino]phenyl]prop-2-enoyl]phenyl]cyclopropanecarboxamide OCCN(C1=CC=C(C=C1)/C=C/C(=O)C1=CC=C(C=C1)NC(=O)C1CC1)C